2-chloro-N-(2,4-dimethoxy-6-(4-methoxystyryl)benzyl)-N-phenylbenzamide ClC1=C(C(=O)N(C2=CC=CC=C2)CC2=C(C=C(C=C2C=CC2=CC=C(C=C2)OC)OC)OC)C=CC=C1